4-[(4,4-difluorocyclohexyl)methyl]-3-[(4-phenylpiperazin-1-yl)methyl]-4,5-dihydro-1,2,4-oxadiazol-5-one FC1(CCC(CC1)CN1C(=NOC1=O)CN1CCN(CC1)C1=CC=CC=C1)F